CN1C=2C=CC(=NC2C(=CC1=O)N1C[C@H]([C@H](CC1)OCC1=CC=C(C=C1)OC(F)(F)F)C)C(=O)N |r| (+/-)-5-methyl-8-((3R,4S)-3-methyl-4-((4-(trifluoromethoxy)benzyl)oxy)piperidin-1-yl)-6-oxo-5,6-dihydro-1,5-naphthyridine-2-carboxamide